SCCC(=O)OCCOC(CCS)=O Ethylene glycol bis(3-mercaptopropionate)